6-(2-(pyridin-2-yl)ethoxy)benzo[b]thiophene-2-carboxylic acid N1=C(C=CC=C1)CCOC=1C=CC2=C(SC(=C2)C(=O)O)C1